C1(CC1)C1=NC(=CC(=C1)C1=C(C=C(C#N)C=C1)C1=NN=CN1C)N1C(C2=C3C(C=CC=C13)=CC(=C2)CN(C)CC2(CCC2)O)=O 4-(2-Cyclopropyl-6-(4-((((1-hydroxycyclobutyl)methyl)(methyl)amino)methyl)-2-oxobenzo[cd]indol-1(2H)-yl)pyridin-4-yl)-3-(4-methyl-4H-1,2,4-triazol-3-yl)benzonitrile